C(#N)B([O-])[O-].[Na+].[Na+] sodium cyanoboronate